BrC=1C=C2CN(C(C2=CC1)=O)CC1=NC=CC(=C1)C1(CC1)S(=O)(=O)N [2-[(5-bromo-1-oxo-3H-isoindol-2-yl)methyl]pyridin-4-yl]cyclopropanesulfonamide